(2S,5R)-7-Oxo-2-(N-(piperidin-3-ylmethyl) carbamimidoyl)-1,6-diazabicyclo[3.2.1]octan-6-yl hydrogen sulfate S(=O)(=O)(ON1[C@@H]2CC[C@H](N(C1=O)C2)C(NCC2CNCCC2)=N)O